5-{[5-(3-hydroxycyclopentyl)-4-methyl-2-(2-methylprop-2-yl)pyrazol-3-yl]amino}-2,3-dihydro-1λ6-benzothiophene-1,1-dione OC1CC(CC1)C=1C(=C(N(N1)C(C)(C)C)NC=1C=CC2=C(CCS2(=O)=O)C1)C